(4S,5R)-4,5-dimethyl-5-(trifluoromethyl)-3-(((trifluoromethyl)sulfonyl)oxy)-4,5-dihydrofuran-2-carboxylic acid ethyl ester C(C)OC(=O)C=1O[C@]([C@@H](C1OS(=O)(=O)C(F)(F)F)C)(C(F)(F)F)C